BrC1=C2C[C@@H](N[C@H](C2=CC=C1)C)CO[Si](C)(C)C(C)(C)C [(1S,3R)-5-bromo-1-methyl-1,2,3,4-tetrahydroisoquinolin-3-yl]methoxy-tert-butyl-dimethyl-silane